N1C=C(C=2C1=NC=CC2)CNC2=NC(=CN=C2N)Br N2-((1H-pyrrolo[2,3-b]pyridin-3-yl)methyl)-6-bromopyrazine-2,3-diamine